C(C1=CC=CC=C1)(=O)[O-] benzate